CC1=CC=CC=2N(C(N(C21)C2=C(C=C(C=C2)C=2C=NN1C2C=NC=C1)C)=O)CC(=O)OCC ethyl 2-(4-methyl-3-(2-methyl-4-pyrazolo[1,5-a]pyrazin-3-yl-phenyl)-2-oxo-benzimidazol-1-yl)acetate